CN1N=CC(=C1)C=1C=CC(=NC1)CNC(C)C1=NC=CC=N1 N-((5-(1-methyl-1H-pyrazol-4-yl)pyridin-2-yl)methyl)-1-(pyrimidin-2-yl)ethan-1-amine